C(C1=CC=CC=C1)NC[C@H](C)NCC1=CC=CC=C1 (S)-N1,N2-dibenzylpropane-1,2-diamine